(4E,8E,12E,16E)-2-((4-hydroxy-3-methoxybenzyl)-amino)-2-oxoethyl 4,8,13,17,21-pentamethyldocosa-4,8,12,16,20-pentaenoate C/C(/CCC(=O)OCC(=O)NCC1=CC(=C(C=C1)O)OC)=C\CC\C(=C\CC\C=C(\CC\C=C(\CCC=C(C)C)/C)/C)\C